4-[5-(difluoromethyl)-1,3,4-oxadiazol-2-yl]-2-{1-[(3-fluorophenyl)methyl]-1H-imidazol-2-yl}pyridine FC(C1=NN=C(O1)C1=CC(=NC=C1)C=1N(C=CN1)CC1=CC(=CC=C1)F)F